4-(((6-(4-(((cyclopentyl(methyl)carbamoyl)oxy)methyl)-3-methylisoxazol-5-yl)-2-methylpyridin-3-yl)oxy)methyl)bicyclo[2.1.1]hexane-1-carboxylic acid C1(CCCC1)N(C(=O)OCC=1C(=NOC1C1=CC=C(C(=N1)C)OCC12CCC(C1)(C2)C(=O)O)C)C